((1R,5S,6r)-3-(3-(4-chloro-2-methyl-2H-indazol-5-yl)-1H-pyrazolo[3,4-b]pyrazin-6-yl)-6-(pyridin-2-yl)-3-azabicyclo[3.1.0]hexan-6-yl)methanamine ClC=1C2=CN(N=C2C=CC1C1=NNC2=NC(=CN=C21)N2C[C@H]1C([C@H]1C2)(C2=NC=CC=C2)CN)C